The molecule is a tertiary amine consisting of 1,2,3,4-tetrahydroquinoline having an N-methyl substituent. It is a member of quinolines and a tertiary amine. CN1CCCC2=CC=CC=C21